N-(1,3-diphenylpropyl)acetamide C1(=CC=CC=C1)C(CCC1=CC=CC=C1)NC(C)=O